methyl 4-[4-hydroxy-3-(hydroxymethyl)-3-methyl-but-1-ynyl]benzoate OCC(C#CC1=CC=C(C(=O)OC)C=C1)(C)CO